(4-nitrophenyl) [trans-(3RS,4RS)-4-(2-pyridyldisulfanyl)tetrahydropyran-3-yl] carbonate C(OC1=CC=C(C=C1)[N+](=O)[O-])(O[C@@H]1COCC[C@H]1SSC1=NC=CC=C1)=O |r|